1-glycidoxypropyl-methyl-dimethoxysilane C(C1CO1)OC(CC)[Si](OC)(OC)C